C(C1=CC=CC=C1)N1CCC(CC1)CCNC(=O)C1CCN(CC1)C1=CC=C(C=C1)C(F)(F)F N-[2-(1-benzylpiperidin-4-yl)ethyl]-1-[4-(trifluoromethyl)phenyl]piperidine-4-carboxamide